4-(3-(4-butoxyphenoxy)propyl)morpholine C(CCC)OC1=CC=C(OCCCN2CCOCC2)C=C1